C(#N)C1=CC=C2C(=CN(C2=C1S(=O)(=O)C)COCC[Si](C)(C)C)C1=NC(=NC=C1CCC)N[C@@H]1CN(CCC1)C(=O)OC(C)(C)C Tert-butyl (3S)-3-[[4-[6-cyano-7-methylsulfonyl-1-(2-trimethylsilylethoxymethyl) indol-3-yl]-5-propyl-pyrimidin-2-yl]amino]piperidine-1-carboxylate